1,2-bis(3,5-di-tert-butyl-4-hydroxycinnamoyl)hydrazine C(C)(C)(C)C=1C=C(C=CC(=O)NNC(C=CC2=CC(=C(C(=C2)C(C)(C)C)O)C(C)(C)C)=O)C=C(C1O)C(C)(C)C